Tert-butyl 3-(4-cyclopropyl-2,5-dioxoimidazolidin-4-yl)propanoate C1(CC1)C1(NC(NC1=O)=O)CCC(=O)OC(C)(C)C